N1(CCOCC1)C=1N=C(C2=C(N1)C=NC=C2)NCC(CC2=CC=CC=C2)N N1-(2-morpholin-4-yl-pyrido[3,4-d]pyrimidin-4-yl)-3-phenyl-propane-1,2-diamine